C1(CCCCC1)COC1=C(C=C(C=C1OC)[C@H]1C2=CC3=C(OCO3)C=C2CC2=C1C(OC2)=O)OC (5S)-5-(4-Cyclohexylmethoxy-3,5-dimethoxy-phenyl)-5,9-dihydro-8H-furo[3',4':6,7]naphtho[2,3-d][1,3]dioxol-6-one